1-ethyl-3-vinylimidazole lysine salt N[C@@H](CCCCN)C(=O)O.C(C)N1CN(C=C1)C=C